C[Si](O[SiH](O[Si](C)(C)C)O[Si](C)(C)C)(C)C tris(trimethyl-siloxy)silane